2-[(2E)-2-(aminomethyl)-3-fluoroprop-2-en-1-yl]-4-[5-(6-methoxypyridin-3-yl)thiophen-2-yl]methyl-2,4-dihydro-3H-1,2,4-triazol-3-one hydrochloride Cl.NC/C(/CN1N=CN(C1=O)CC=1SC(=CC1)C=1C=NC(=CC1)OC)=C\F